5-nitro-3-(phenyl-phenylamino-methylene)-1,3-dihydro-indol-2-one [N+](=O)([O-])C=1C=C2C(C(NC2=CC1)=O)=C(NC1=CC=CC=C1)C1=CC=CC=C1